4-({3-[(4-bromopyridin-2-yl)carbamoyl]bicyclo[1.1.1]pentan-1-yl}methyl)-2,6-dimethylpiperazine-1-carboxylic acid tert-butyl ester C(C)(C)(C)OC(=O)N1C(CN(CC1C)CC12CC(C1)(C2)C(NC2=NC=CC(=C2)Br)=O)C